(4-cyanophenyl)acetic acid C(#N)C1=CC=C(C=C1)CC(=O)O